tert-butyl (3S)-3-[[4-(4,4,5,5-tetramethyl-1,3,2-dioxaborolan-2-yl)pyrazol-1-yl]methyl]piperidine-1-carboxylate CC1(OB(OC1(C)C)C=1C=NN(C1)C[C@@H]1CN(CCC1)C(=O)OC(C)(C)C)C